OC(C)(C)C=1N=CC(=NC1)N1C(O[C@@]2(C[C@@H](C3(CC3)CC2)CN2C=NC3=C2C=C(C=C3)C#N)C1)=O |r| rac-1-(((4S,6S)-9-(5-(2-hydroxypropan-2-yl)pyrazin-2-yl)-8-oxo-7-oxa-9-azadispiro-[2.2.46.23]dodecan-4-yl)methyl)-1H-benzo[d]imidazole-6-carbonitrile